tert-butyl 4-(6-benzyl-4-cyano-3-(((trifluoromethyl)sulfonyl)oxy)-5,6,7,8-tetrahydro-2,6-naphthyridin-1-yl)-2-methylpiperazine-1-carboxylate C(C1=CC=CC=C1)N1CC=2C(=C(N=C(C2CC1)N1CC(N(CC1)C(=O)OC(C)(C)C)C)OS(=O)(=O)C(F)(F)F)C#N